COC=1C(=NC=CN1)C=O 3-METHOXYPYRAZINE-2-CARBALDEHYDE